COC1=CC(=NC2=CC=CC=C12)C(=O)O 4-methoxyquinoline-2-carboxylic acid